ethyl 4-(4-((1S,4S,5R)-5-((5-cyclopropyl-3-(2,6-dichlorophenyl)isoxazol-4-yl)methoxy)-2-azabicyclo[2.2.1]heptan-2-yl)-3-fluorophenyl)butanoate C1(CC1)C1=C(C(=NO1)C1=C(C=CC=C1Cl)Cl)CO[C@H]1[C@@H]2CN([C@H](C1)C2)C2=C(C=C(C=C2)CCCC(=O)OCC)F